potassium di-n-butyl phosphate P(=O)(OCCCC)(OCCCC)[O-].[K+]